BrC=1C(=NC=C(C1/C=C/N(C)C)[N+](=O)[O-])Cl (E)-2-(3-bromo-2-chloro-5-nitropyridin-4-yl)-N,N-dimethylvinylamine